C1(CCC1)NC(C[C@H](CCN1CCCCC1)N(C(=O)C1=NN(C(=C1)C1=C(C=CC=C1OC)F)C1CCCC1)CC)=O (3S)-N-cyclobutyl-3-{1-[1-cyclopentyl-5-(2-fluoro-6-methoxyphenyl)-1H-pyrazol-3-yl]-N-ethylformamido}-5-(piperidin-1-yl)pentanamide